methyl-trifluoro-ethoxysilane CCCO[Si](F)(F)F